ClC=1C=C(C=CC1)[C@H](C)NC(=O)C1=CC=C2C(=C(N(C2=C1)C)C)CC=1C=C(OC(C(=O)O)(C)C)C=CC1 (S)-2-(3-((6-((1-(3-chlorophenyl)ethyl)carbamoyl)-1,2-dimethyl-1H-indol-3-yl)methyl)phenoxy)-2-methylpropanoic acid